[Br-].C[N+]1=CC=CC=C1 N-methyl-pyridinium bromide